CN(C1=CC=C(C=C1)C1=CC=C(C=C1)[C@H](N(C(=O)[C@H]1[C@H]2CC[C@@H](C1)C2)C=2C=C(C=C(C2)F)/C=C/C(=O)OC)[2H])C methyl (E)-3-(3-((1S,2R,4R)-N-((R)-(4'-(dimethylamino)-[1,1'-biphenyl]-4-yl)methyl-d)bicyclo[2.2.1]heptane-2-carboxamido)-5-fluorophenyl)acrylate